O1C=NC2=C1C=C(C=C2)\C=C\2/N=C(NC2=O)N[C@@H]2CC[C@H](CCC2)O |r| (±)-(4Z)-4-(1,3-Benzoxazol-6-ylmethylene)-2-[[trans-4-hydroxycycloheptyl]amino]-1H-imidazol-5-one